2-(4-Cyclopropylpyrimidin-5-yl)-N-(4-(1-methyl-4-(trifluoromethyl)-1H-imidazol-2-yl)benzyl)furo[3,2-d]pyrimidin-4-amine C1(CC1)C1=NC=NC=C1C=1N=C(C2=C(N1)C=CO2)NCC2=CC=C(C=C2)C=2N(C=C(N2)C(F)(F)F)C